4-(4-piperidinylmethyl)morpholine dihydrochloride Cl.Cl.N1CCC(CC1)CN1CCOCC1